S(C1CCC(CC1)N)C1CCC(CC1)N 4,4'-thiobis(cyclohexan-1-amine)